((2S,4R)-4-acetoxy-5-(4,6-dichloro-1H-pyrazolo[3,4-d]pyrimidin-1-yl)-3-methylene Methyltetrahydrofuran-2-yl)benzoate C(C)(=O)O[C@@H]1C([C@@H](OC1N1N=CC=2C1=NC(=NC2Cl)Cl)OC(C2=CC=CC=C2)=O)C=C